[Na+].O=C(C(=O)[O-])CCC(=O)[O-].[Na+] α-ketoglutarate sodium salt